FC1=C2C=CNC2=CC(=C1OC=1C=CC(=C(C1)C1=NC(=C2N1CCCC2)C(C)C=2C(=C(C=CC2)CCC(=O)O)F)F)F 3-[3-[1-[3-[5-[(4,6-difluoro-1H-indoL-5-yl)oxy]-2-fluoro-phenyl]-5,6,7,8-tetrahydroimidazo[1,5-a]pyridin-1-yl]ethyl]-2-fluoro-phenyl]propanoic acid